(9-fluorenylmethoxycarbonyl)-O-ethyl-D-tyrosine C1=CC=CC=2C3=CC=CC=C3C(C12)COC(=O)N[C@H](CC1=CC=C(C=C1)OCC)C(=O)O